iron (IV) disulphide [Fe](=S)=S